(E)-3-(4-bromophenyl)-1-(4-(4-(difluoromethoxy)benzoyl)piperazin-1-yl)prop-2-en-1-one BrC1=CC=C(C=C1)/C=C/C(=O)N1CCN(CC1)C(C1=CC=C(C=C1)OC(F)F)=O